N1=CC=CC2=CC=CC=C12 quinoline